C[C@H]1N(C(CC1)=O)C(=O)OC(C)(C)C tert-butyl (R,S)-2-methyl-5-oxopyrrolidine-1-carboxylate